IC1=C(C(=O)O)C(=CC(=C1)C=C)I 2,6-diiodo-4-vinylbenzoic acid